[C@@H]12OC[C@@H](N(C1)C1=NC=3N(C=C1)N=CC3C(=O)NC=3C(=NN(C3)C3CCC(CC3)C=O)C(F)F)C2 5-((1S,4S)-2-oxa-5-azabicyclo[2.2.1]heptan-5-yl)-N-(3-(difluoromethyl)-1-((1r,4S)-4-formylcyclohexyl)-1H-pyrazol-4-yl)pyrazolo[1,5-a]pyrimidine-3-carboxamide